CN(CCC1=CN(C2=CC=C(C=C12)OC)C(=O)OCCOC)C 2-methoxyethyl 3-(2-(dimethylamino) ethyl)-5-methoxy-1H-indole-1-carboxylate